FC1=C(C=CC=C1)C(C)NC(=O)C1=NC(=NC2=CC=CC=C12)C N-(1-(2-fluorophenyl)ethyl)-2-methylquinazolin-4-carboxamide